undecyl 9-heptyl-20-(2-hydroxyethyl)-7,7-dimethyl-8,10-dioxa-20-aza-7-silahexacosan-26-oate Undecyl-9-heptyl-20-(2-hydroxyethyl)-7,7-dimethyl-8,10-dioxa-20-aza-7-silahexacosan-26-oate C(CCCCCCCCCC)OC(CCCCCN(CCCCCCCCCOC(O[Si](CCCCCC)(C)C)CCCCCCC)CCO)=O.C(CCCCCC)C(O[Si](CCCCCC)(C)C)OCCCCCCCCCN(CCCCCC(=O)OCCCCCCCCCCC)CCO